C(C)C=1B(OC2=C(C1)C=C(C=C2)NC2=NNC=C2C(=O)N)O 3-[(3-ethyl-2-hydroxy-1,2-benzoxaborinin-6-yl)amino]pyrazole-4-carboxamide